C1(CC1)CN[C@H]1CN(CCC1)C=1C=NC(=CC1)C1(COC1)N1N=NC(=C1)C=1C=NC=C(C1)CC1CC1 (R)-N-(cyclopropylmethyl)-1-(6-(3-(4-(5-(cyclopropylmethyl)pyridin-3-yl)-1H-1,2,3-triazol-1-yl)oxetan-3-yl)pyridin-3-yl)piperidin-3-amine